((((2R,3S,4R,5R)-5-(6-chloro-4-((3-cyanobenzyl)amino)-1H-pyrazolo[3,4-d]pyrimidin-1-yl)-3,4-dihydroxytetrahydrofuran-2-yl)methoxy)methyl)phosphonic acid ClC1=NC(=C2C(=N1)N(N=C2)[C@H]2[C@@H]([C@@H]([C@H](O2)COCP(O)(O)=O)O)O)NCC2=CC(=CC=C2)C#N